N-[2-(4-formylcyclohexyl)-6-morpholino-indazol-5-yl]pyrazolo[1,5-a]pyrimidine-3-carboxamide C(=O)C1CCC(CC1)N1N=C2C=C(C(=CC2=C1)NC(=O)C=1C=NN2C1N=CC=C2)N2CCOCC2